tert-butyl 4-(3-bromopropyl)piperidine-1-carboxylate BrCCCC1CCN(CC1)C(=O)OC(C)(C)C